CP(=O)(C)OC1=C2C(=CNC2=CC=C1)CCN(C)C 2-(4-Dimethylphosphoryloxy-1H-indol-3-yl)-N,N-dimethylethanamine